Cl.CN[C@@H]1CC2=C(SC=C2C(F)(F)F)C1 |r| racemic-N-methyl-3-(trifluoromethyl)-5,6-dihydro-4H-cyclopenta[b]thiophen-5-amine hydrochloride